C1=CC=C(C=C1)S(=O)(=O)O.N(=N[Na])[Na] azosodium p-benzenesulfonate